C(C1=CC=CC=C1)OC=1C=C2C(=C(N(C2=CC1)CC1=CC=C(C=C1)CCI)C1=CC=C(C=C1)OC)C 5-(benzyloxy)-1-(4-(2-iodoethyl)benzyl)-2-(4-methoxyphenyl)-3-methyl-1H-indole